C(C)OC(C(C(=O)OCC)(C)C)=O 2,2-Dimethylmalonic acid diethyl ester